C(C)OC(=O)C1=C(SC(=C1C(=O)OCC)C)N 2-amino-5-methylthiophene-3,4-dicarboxylic acid diethyl ester